2-(2-butoxyethoxy)ethanol C(CCC)OCCOCCO